FC1C(=CC=C(C1([N+](=O)[O-])F)F)[N+](=O)[O-] 2,3,4-trifluoro-m-dinitrobenzene